C(C)OC1(CN(C1)CCC(=O)N)CO 3-[3-ethoxy-3-(hydroxymethyl)azetidin-1-yl]Propionamide